CC(COCC=1C(N(C(C1C)=O)NC1=NC(=C(C=C1)C(F)(F)F)Cl)=O)(C)C 3-[(2,2-Dimethylpropoxy)methyl]-1-{[6-chloro-5-(trifluoromethyl)(2-pyridyl)]amino}-4-methylazoline-2,5-dione